FCC(CC(=O)O)O Gamma-fluoro-beta-hydroxybutyric acid